7-fluoro-1-methyl-4-[4-(5-methyl-1,3-benzooxazol-2-yl)piperidin-1-yl]-2-oxo-1,2-dihydroquinoline-3-carboxamide FC1=CC=C2C(=C(C(N(C2=C1)C)=O)C(=O)N)N1CCC(CC1)C=1OC2=C(N1)C=C(C=C2)C